C(C)(C)(C)OC(=O)N1CC2=CC(=CC(=C2C1)C1=C(C(=O)O)C=CC=C1)CCOC 2-(2-(tert-butoxycarbonyl)-6-(2-methoxyethyl)isoindolin-4-yl)benzoic acid